CC(C)N1C2=NC=NC=C2N=C1 9-propan-2-ylpurin